2-(4-methyl-6-(trifluoromethyl)pyridin-3-yl)-2,8-diazaspiro[4.5]decane hydrochloride Cl.CC1=C(C=NC(=C1)C(F)(F)F)N1CC2(CC1)CCNCC2